NC1=CC(=C(C(=N1)Cl)Cl)SC=1C=2N(C(=NC1)N1CCC3(CCC[C@H]3N)CC1)C=CN2 (R)-8-(8-((6-amino-2,3-dichloropyridin-4-yl)thio)imidazo[1,2-c]pyrimidin-5-yl)-8-azaspiro[4.5]decan-1-amine